CARBAMOYLPYRIDON C(N)(=O)C=1C(NC=CC1)=O